FCSC=1C(=NNC1NCC1=NC=CN=C1)C#N 4-(fluoromethylthio)-5-[(pyrazinylmethyl)amino]pyrazole-3-carbonitrile